CO[Si](CCCCC=C(C(=O)O)C)(OC)OC.C(C(=C)C)(=O)CO[Si](OC)(OC)CCCC methacryloyl-butyltrimethoxysilane (4-Trimethoxysilylbutyl 2-methylprop-2-enoate)